CC=1C(=NC(=NC1)NC1CCC(CC1)C)C1=CN=C2N1C=C(C=C2)NC=2C=NC=NC2 3-(5-Methyl-2-(((1r,4r)-4-methylcyclohexyl)amino)pyrimidin-4-yl)-N-(pyrimidin-5-yl)imidazo[1,2-a]pyridin-6-amine